ClC1=C(C=2N=C(N=C(C2C=N1)N1CCCCCC1)OCC12CCCN2CCC1)F 1-[7-chloro-8-fluoro-2-(hexahydropyrrolizin-7a-ylmethoxy)pyrido[4,3-d]pyrimidin-4-yl]azepan